4-(5-(azetidin-1-yl)-1-methyl-1H-benzo[d]imidazol-2-yl)-6-methoxy-3-(trifluoromethyl)benzene-1,2-diol N1(CCC1)C1=CC2=C(N(C(=N2)C=2C(=C(C(=C(C2)OC)O)O)C(F)(F)F)C)C=C1